NC1CCC(CC1)C1(CC1)O 1-((1r,4r)-4-aminocyclohexyl)cyclopropan-1-ol